N-(2-(3-(Dimethylamino)propoxy)-5-(4-methyl-3-oxo-3,4-dihydro-1H-spiro[benzo[f][1,7]naphthyridine-2,1'-cyclobutan]-9-yl)pyridin-3-yl)benzenesulfonamide CN(CCCOC1=NC=C(C=C1NS(=O)(=O)C1=CC=CC=C1)C=1C=CC2=C(C=3CC4(CCC4)C(N(C3C=N2)C)=O)C1)C